CSC(SC)=N 1,1-dimethylthiomethyleneamine